aniline hydrogen chloride Cl.NC1=CC=CC=C1